OC=1C=C2CCC(=CC2=CC1)C1=C(C=C(C=C1)OC)NC(C)=O N-(2-(6-hydroxy-3,4-dihydronaphthalen-2-yl)-5-methoxyphenyl)acetamide